(3S)-1-benzylpyrrolidin-3-amine C(C1=CC=CC=C1)N1C[C@H](CC1)N